CC=1C=C2C=C(N(C2=CC1)CC1=NC=CC(=C1)C(=C)C)C(=O)[O-] 5-methyl-1-((4-(prop-1-en-2-yl)pyridin-2-yl)methyl)-1H-indole-2-carboxylate